CN1N=CC(=C1)C1=NC(=CC2=C1N=CN(C2=O)C[C@H](C(F)(F)F)O)C2=NC=C(C=C2)C(F)(F)F (R)-8-(1-methyl-1H-pyrazol-4-yl)-3-(3,3,3-trifluoro-2-hydroxypropyl)-6-(5-(trifluoromethyl)pyridin-2-yl)pyrido[3,4-d]pyrimidin-4(3H)-one